ClC=1C=C(C=C(C1)NS(=O)(=O)C)NC(=O)C=1SC=C(C1)N1CC(N(CC1)C)=O N-(3-chloro-5-(methylsulfonamido)phenyl)-4-(4-methyl-3-oxopiperazin-1-yl)thiophene-2-carboxamide